The molecule is a heptadecenoic acid having its double bond in the 10-position. It is a conjugate acid of a 10-heptadecenoate. CCCCCC/C=C/CCCCCCCCC(=O)O